C(CCCCCCC)C(CCCCCCCC)OC(CCCCCCCOC(=O)[C@H]1N(C[C@H](C1)O)CCCCCC(OCCCCCCCCCCC)=O)=O (2s,4s)-4-hydroxy-1-(6-oxo-6-undecoxy-hexyl)pyrrolidine-2-carboxylic acid [8-(1-octylnonyloxy)-8-oxo-octyl] ester